methyl 3-chloro-5-[[2,4-difluoro-5-[2-(2-hydroxyethoxy)phenyl]phenyl]sulfamoyl]-4-(difluoromethyl)benzoate ClC=1C=C(C(=O)OC)C=C(C1C(F)F)S(NC1=C(C=C(C(=C1)C1=C(C=CC=C1)OCCO)F)F)(=O)=O